chloro-2-methylbenzoic acid methyl ester COC(C1=C(C(=CC=C1)Cl)C)=O